FC(C(C(C(C(C(C(C(F)(F)F)(F)F)(F)F)(F)F)(F)F)(F)F)(F)F)(S(=O)(=O)[O-])F.C(CCC)OC=1C=C2C=CC(=CC2=CC1)[S+]1CCCC1 1-(6-n-butoxynaphthalen-2-yl)tetrahydrothiophenium perfluoro-n-octanesulfonate